O1CC=NC2=C1C=CC=C2 2H-benzo[e][1,4]oxazine